1,2-bis(methyldimethoxysilyl)ethylene C[Si](C=C[Si](OC)(OC)C)(OC)OC